N-(1-(3,4-dichlorobenzyl)-2,3-diketoindol-5-yl)-4-chlorobenzamide ClC=1C=C(CN2C(C(C3=CC(=CC=C23)NC(C2=CC=C(C=C2)Cl)=O)=O)=O)C=CC1Cl